eicosyl tridecanoate C(CCCCCCCCCCCC)(=O)OCCCCCCCCCCCCCCCCCCCC